C1=NC=CC2=C(C=CC=C12)[C@@H](C=1N=NN(C1)C1(CC1)C(F)(F)F)NC=1C=C2C(=C(C=NC2=C(C1)C#N)C#N)NCC(C)(C)C (S)-6-((isoquinolin-5-yl(1-(1-(trifluoromethyl)cyclopropyl)-1H-1,2,3-triazol-4-yl)methyl)amino)-4-(neopentylamino)quinoline-3,8-dicarbonitrile